5'-{3-chloro-4-[(3,5-difluoropyridin-2-yl)methoxy]-6-methyl-2-oxopyridin-1-yl}-3-(2-hydroxypropan-2-yl)-6'-methyl-[1,3'-bipyridin]-2-one ClC=1C(N(C(=CC1OCC1=NC=C(C=C1F)F)C)C=1C=C(C=NC1C)N1C(C(=CC=C1)C(C)(C)O)=O)=O